FC(S(=O)[O-])(F)F.[Cu+] copper (i) trifluoromethanesulfinate